methyl trans-4-[(6-cyanoindazol-1-yl)methyl]cyclohexanecarboxylate C(#N)C1=CC=C2C=NN(C2=C1)C[C@@H]1CC[C@H](CC1)C(=O)OC